NC1=NN2C(=NC(=CC2=N1)C=1C=C(C#N)C=CC1)N(CC1=CC=C(C=C1)OC)CC1=CC=C(C=C1)OC 3-(2-amino-5-(bis(4-methoxybenzyl)amino)-[1,2,4]triazolo[1,5-C]pyrimidin-7-yl)benzonitrile